COC1=C(C(=O)NC2=CC=CC3=C(C=CC=C23)NC(C2=C(C(=CC=C2)OC)OC)=O)C=CC=C1OC 1,5-Bis(2,3-dimethoxybenzamido)naphthalene